C(CCCCCCCCCCC)[NH+](C)CCCCCCCCCCCC dilaurylmethylammonium